tungsten pentachloride [W](Cl)(Cl)(Cl)(Cl)Cl